N-(4-(methylthio)benzyl)-1-(2-(4-(trifluoromethyl)phenyl)-2H-pyrazolo[3,4-d]pyrimidin-4-yl)azepane-3-carboxamide CSC1=CC=C(CNC(=O)C2CN(CCCC2)C=2C=3C(N=CN2)=NN(C3)C3=CC=C(C=C3)C(F)(F)F)C=C1